5-{4-[(3-Methylbutyl)amino]-3-(trifluoromethyl)phenyl}-3,6-dihydro-2H-1,3,4-oxadiazin CC(CCNC1=C(C=C(C=C1)C1=NNCOC1)C(F)(F)F)C